(S,E)-(4-(Fluoromethylene)-3-methyl-1-(methyl-d3)piperidin-3-yl)methanol F\C=C/1\[C@](CN(CC1)C([2H])([2H])[2H])(C)CO